4-(dichloromethyl)benzyl isocyanate ClC(C1=CC=C(CN=C=O)C=C1)Cl